C12COCCC2C1C(=O)N 3-oxabicyclo[4.1.0]heptane-7-carboxamide